9-sec-butyl-2,7-difluoro-9H-carbazole C(C)(CC)N1C2=CC(=CC=C2C=2C=CC(=CC12)F)F